S(=O)(=O)([O-])[O-].[Mn+2].[Cu+2].S(=O)(=O)([O-])[O-] copper-manganese sulfate